NC=1C(=C(SC1)C=O)C=O amino-thiophenedicarboxaldehyde